p-hydroxyacetophenone dimethyl-bromosulfonium salt C[S+](Br)C.OC1=CC=C(C=C1)C(C)=O